ClC1=C(C=C(C=C1)NC(C(=O)C1=C(C=C(C=C1F)OC1=NC(=NC2=CC(=C(C=C12)OC)OC)C)F)=O)C(F)(F)F (4-chloro-3-(trifluoromethyl)phenyl)-2-(4-((6,7-dimethoxy-2-methylquinazolin-4-yl)oxy)-2,6-difluorophenyl)-2-oxoacetamide